mannose bromide [Br-].O=C[C@@H](O)[C@@H](O)[C@H](O)[C@H](O)CO